DL-lysine chloride N[C@@H](CCCCN)C(=O)Cl |r|